7'-bromo-4'-methylenespiro[cyclopropane-1,1'-isochromane] BrC1=CC=C2C(COC3(C2=C1)CC3)=C